CC1=C(C=C(C(=C1)OC1=CC(=CC=C1)SCC(F)(F)F)C)N=CN(C)CC N'-(2,5-dimethyl-4-{3-[(2,2,2-trifluoro-ethyl)sulfanyl]phenoxy}phenyl)-N-ethyl-N-methylimidoformamide